CNC(C1=C(C=CC=C1)SC1=CC=C2C(=NNC2=C1)\C=C\C1=NC=C(C=C1)OCC1NCCC1)=O N-methyl-2-({3-[(E)-2-{5-[(pyrrolidin-2-yl)methoxy]pyridine-2-yl}vinyl]-1H-indazol-6-yl}thio)benzamide